2-(N-Cyclohexylformamido)propanoic Acid Lithium Salt [Li+].C1(CCCCC1)N(C=O)C(C(=O)[O-])C